SCC(C(=O)OC(CCCCCCC)OC(C(CS)C)=O)C octanediol bis(3-mercapto-2-methylpropionate)